C[C@H]1C[C@H](CNC1)NC(OC(C)(C)C)=O tert-butyl ((3R,5S)-5-methylpiperidin-3-yl)carbamate